C(C)(C)(C)N=[Ta](N(CC)C)(N(CC)C)N(C)CC tert-butyliminotris(ethylmethylamino)tantalum